1,1,4-butanetriamine C(CCCN)(N)N